CN(C=1SC2=C(N=NC=C2)N1)[C@@H]1C[C@H](NCC1)C 6-{methyl[(2R,4S)-2-methylpiperidin-4-yl]amino}[1,3]thiazolo[4,5-c]pyridazin